BrC1=CC=C(C=C1)N1COC(=N1)C(F)(F)F 3-(4-bromophenyl)-5-trifluoromethyl-1,3,4-oxadiazole